COC(C1=C(C=C(C=C1)NCCOCCOCCOCCOCCOCCNC(OC(C)(C)C)=O)C)=O 4-((2,2-dimethyl-4-oxo-3,8,11,14,17,20-hexaoxa-5-azadocosan-22-yl)amino)-2-methylbenzoic acid methyl ester